tetraethyl-1,4-butanediamine C(C)C(C(N)(CC)CC)(CCN)CC